CN1CCC(CC1)NC(C1=CC=C(C=C1)NC=1N=C(C2=C(N1)C=CS2)N2N=CCC2C2=CC=CC=C2)=O N-(1-methylpiperidin-4-yl)-4-((4-(5-phenyl-4,5-dihydro-1H-pyrazol-1-yl)thieno[3,2-d]pyrimidin-2-yl)amino)benzamide